3-Cyano-N-[2-(pyridin-3-yl)-1,3-benzoxazol-5-yl]benzamide C(#N)C=1C=C(C(=O)NC=2C=CC3=C(N=C(O3)C=3C=NC=CC3)C2)C=CC1